methyl trans-4-azidocyclohexanate N(=[N+]=[N-])[C@@H]1CC[C@H](CC1)C(=O)OC